3-[(phenyl)(4-methylbenzenesulfonyl)methyl]-1H-indole C1(=CC=CC=C1)C(C1=CNC2=CC=CC=C12)S(=O)(=O)C1=CC=C(C=C1)C